[I-].C(N)(=O)C1=[N+](C=CC=C1)CCCN1C(N=C2N(C3=C(N=C2C1=O)C=C(C(=C3)C)C)CCCC)=O 2-Carbamoyl-1-{3-[7,8-dimethyl-2,4-dioxo-10-butyl-4,10-dihydro-2H-benzo[g]pteridin-3-yl]-propyl}-pyridinium iodid